CSC1=NC=C(C(=N1)N1CCCCC1)C(F)(F)F (methylthio)-4-(piperidin-1-yl)-5-(trifluoromethyl)pyrimidine